ClC1=CC=C(C=C1)[C@@H]1N(CCC1)C(=O)N1[C@H]2[C@H](N(C[C@@H]1CC2)C(N(C2=CC=CC=C2)C2=CC=CC=C2)=O)C(=O)O (1R,2S,5S)-8-((R)-2-(4-chlorophenyl)pyrrolidine-1-carbonyl)-3-(diphenylcarbamoyl)-3,8-diazabicyclo[3.2.1]octane-2-carboxylic acid